C(C)C1=C(NC(=C1C)C=O)C=O 3-ETHYL-4-METHYL-1H-PYRROLE-2,5-DICARBOXALDEHYDE